3-(3-Chlorophenyl)-2,3-dibromopropionic acid ethyl ester C(C)OC(C(C(Br)C1=CC(=CC=C1)Cl)Br)=O